ClC1=CC(=C(C=C1)C1=C(C=C(C=C1)OC)C1(CN(C1)C(=O)OC(C)(C)C)O)F tert-butyl 3-(4'-chloro-2'-fluoro-4-methoxy-[1,1'-biphenyl]-2-yl)-3-hydroxyazetidine-1-carboxylate